E-12-Tetradecadienyl acetate Cis-3-Hexenyl-acetate C(C\C=C/CC)CC(=O)O.C(C)(=O)OC(CCCCCCC/C=C/C=C)CC